CC(C(=O)OCCC)C(C(=O)OCCC)C di-n-propyl 2,3-dimethylsuccinate